2-({[2-(oxetan-3-yl)ethyl]amino}methyl)-2,3-dihydro-1H-indole-1-carboxylic acid tert-butyl ester C(C)(C)(C)OC(=O)N1C(CC2=CC=CC=C12)CNCCC1COC1